N1=C(C=CC=C1)C1=CC=C(C=O)C=C1 4-(2-pyridyl)-benzaldehyde